C(CCC)OC(=O)N1CCC(CC1)NC=1C(=NC(=NC1)OC(CC)CC)C(=O)O ((1-(1-butoxycarbonyl)piperidin-4-yl)amino)-2-pentan-3-yloxypyrimidine-4-carboxylic acid